(S)-N'-(4-cyano-2,6-diisopropylphenyl-carbamoyl)-5-(2-hydroxypropan-2-yl)thiazole-2-sulfonimidamide C(#N)C1=CC(=C(C(=C1)C(C)C)NC(=O)N=[S@@](=O)(N)C=1SC(=CN1)C(C)(C)O)C(C)C